3-bromo-7-methyl-5H,6H-cyclopenta[b]pyridin-7-ol BrC=1C=C2C(=NC1)C(CC2)(O)C